C(C)OC(=O)C=1SC=2N=CN=CC2N1 thiazolo[5,4-d]pyrimidine-2-carboxylic acid ethyl ester